COC([C@@H](NC1=NC(=NC(=N1)NCCN1CCN(CC1)C)NCC1=CC=NC=C1)CCCCN)=O (4-((2-(4-methylpiperazin-1-yl)ethyl)amino)-6-((pyridin-4-ylmethyl)amino)-1,3,5-triazine-2-yl)-L-lysine methyl ester